COC(C(C)(C)N1N=C(C=2C1=NC=CC2)Br)=O.C(C)(C)C([Si](C)(C)N)C(C)C diisopropyl-aminotrimethyl-silane methyl-2-(3-bromo-1H-pyrazolo[3,4-b]pyridin-1-yl)-2-methylpropionate